F[C@H]1CN(CC[C@H]1OC)C1=NC=CC(=N1)NC=1N=CC2=C(C=CC(=C2C1)[C@H]1[C@@H](COC1)NC(C=C)=O)N1CC(C1)CS(=O)(=O)C N-((3S,4S)-4-(3-((2-((3S,4R)-3-fluoro-4-methoxypiperidin-1-yl)pyrimidin-4-yl)amino)-8-(3-((methylsulfonyl)methyl)azetidin-1-yl)isoquinolin-5-yl)tetrahydrofuran-3-yl)acrylamide